C(#N)C1=C(C=CC(=C1)C)N(C(C(=C)C)=O)C N-(2-cyano-4-methylphenyl)-N-methyl-methacrylamide